CN(C)CC1=NC=CC(=C1)C=1C=C(C=CC1)C=1N=C(SC1)NC(CNC(=O)C=1C=C(C=CC1)C(CNC(OC(C)(C)C)=O)(C)C)=O tert-butyl (2-(3-((2-((4-(3-(2-((dimethylamino)methyl)pyridin-4-yl)phenyl)thiazol-2-yl)amino)-2-oxoethyl)carbamoyl)phenyl)-2-methylpropyl)carbamate